FC1=C(C=CC=C1)C1(CCC1)N 1-(2-fluorophenyl)cyclobutan-1-amine